1-(3-methylpyrazinyl)-ethanone CC1=NC=CN=C1C(=O)C